Cl.COCC(C)N1N=CC(=C1C(F)(F)F)N 1-(1-methoxypropan-2-yl)-5-(trifluoromethyl)-1H-pyrazol-4-amine hydrochloride